amino-2',3'-dideoxyguanosine triphosphate P(O)(=O)(OP(=O)(O)OP(=O)(O)O)OC[C@@H]1CC[C@@](O1)(N1C=NC=2C(=O)NC(N)=NC12)N